2-deoxy-glucose O=CC[C@@H](O)[C@H](O)[C@H](O)CO